4-(8-bromo-7-cyano-1,5-naphthyridin-2-yl)-3,6-dihydropyridine-1(2H)-carboxylic acid tert-butyl ester C(C)(C)(C)OC(=O)N1CCC(=CC1)C1=NC2=C(C(=CN=C2C=C1)C#N)Br